N,N-dimethyl-5,6,7,8-tetrahydro-4H-pyrazolo[1,5-a][1,4]Diazepine-2-carboxamide CN(C(=O)C1=NN2C(CNCCC2)=C1)C